C1(=CC=C(C=C1)S(=O)(=O)OCCOCCOCCOC1CCN(CC1)C(=O)OC(C)(C)C)C tert-butyl 4-[2-[2-[2-(p-tolylsulfonyloxy)ethoxy]ethoxy] ethoxy]piperidine-1-carboxylate